NCCNC(O[C@@H]1CC[C@H](CC1)C(N(C[C@@H]1CC[C@H](CC1)C1=CC(=C(C=C1)OC)C)C1=CC(=CC=C1)C=1C=NN(C1)C1CC1)=O)=O trans-4-((3-(1-Cyclopropyl-1H-pyrazol-4-yl)phenyl) ((trans-4-(4-methoxy-3-methylphenyl)-cyclohexyl)methyl)carbamoyl)cyclohexyl (2-aminoethyl)carbamate